SCCC[Si](OCC)(OCC)OCC γ-mercaptopropyltriethoxySilane